2,2-diethyl-6-[3-(6-methoxypyridin-2-yl)-1,2,4-oxadiazol-5-yl]-3,4-dihydro-2H-1-benzopyran-4-one C(C)C1(OC2=C(C(C1)=O)C=C(C=C2)C2=NC(=NO2)C2=NC(=CC=C2)OC)CC